I(=O)(=O)(=O)[O-].[Na+] sodium periodate